deciguanin mesylate S(C)(=O)(=O)O.N1C(NN(C2=NC(C3=NC=NC3=N2)=O)N(C2=NC(C3=NC=NC3=N2)=O)N(C2=NC(C3=NC=NC3=N2)=O)N(C2=NC(C3=NC=NC3=N2)=O)N(C2=NC(C3=NC=NC3=N2)=O)N(C2=NC(C3=NC=NC3=N2)=O)N(C2=NC(C3=NC=NC3=N2)=O)N(C2=NC(C3=NC=NC3=N2)=O)NC2=NC(C3=NC=NC3=N2)=O)=NC=2N=CNC2C1=O